N-((4-((Dimethylamino)methyl)phenyl)sulfonyl)-2-(4-fluoro-2-isopropyl-6-(2-methoxypyridin-4-yl)phenyl)acetamide, potassium salt [K].CN(C)CC1=CC=C(C=C1)S(=O)(=O)NC(CC1=C(C=C(C=C1C1=CC(=NC=C1)OC)F)C(C)C)=O